2-ethylhexanoic acid vinylester C(=C)OC(C(CCCC)CC)=O